N-[(4-trifluoromethylphenyl)methylene]-4-methylaniline FC(C1=CC=C(C=C1)C=NC1=CC=C(C=C1)C)(F)F